6-(3-(difluoromethyl)pyrrolidin-1-yl)-2-(3-(3-((4-methyl-4H-1,2,4-triazol-3-yl)methyl)oxetan-3-yl)phenyl)-4-(trifluoromethyl)isoindolin-1-one FC(C1CN(CC1)C1=CC(=C2CN(C(C2=C1)=O)C1=CC(=CC=C1)C1(COC1)CC1=NN=CN1C)C(F)(F)F)F